NC=1C=C(C=CC1)C(F)(F)F Meta-aminobenzotrifluoride